CC1=C2C=CN(C2=CC=C1)C1OC(OC1)=O 4-(4-methyl-1H-indol-1-yl)-1,3-dioxolan-2-one